(2S)-N-((3-allylphenyl)(amino)(oxo)-λ6-sulfanylidene)-2-amino-4-methylpentanamide hydrochloride Cl.C(C=C)C=1C=C(C=CC1)S(=NC([C@H](CC(C)C)N)=O)(=O)N